4-(2-(1,3-dioxoisoindolin-2-yl)ethoxy)benzamide O=C1N(C(C2=CC=CC=C12)=O)CCOC1=CC=C(C(=O)N)C=C1